4-(5-(cyclopropylsulfonyl)-2-fluorophenyl)-2,6-dimethylpyridine 1-oxide C1(CC1)S(=O)(=O)C=1C=CC(=C(C1)C1=CC(=[N+](C(=C1)C)[O-])C)F